allyl-2-methoxy-4,6-bis(methoxymethoxy)benzaldehyde C(C=C)C=1C(=C(C=O)C(=CC1OCOC)OCOC)OC